O1C(C1)CCCCCCOC=1C2=CC=CC=C2C(=C2C=CC=CC12)OCCCCCCC1OC1 9,10-bis(6-(oxiran-2-yl)hexoxy)anthracene